[C@@H]1(C[C@H](O)[C@H](O1)CO)N1C(=O)NC(=O)C(=C1)C 1-(2-deoxy-β-D-ribofuranosyl)-5-methyluracil